3-bromo-2,6-difluoro-4-iodo-N,N-bis[(4-methoxyphenyl)methyl]-5-methyl-aniline BrC=1C(=C(N(CC2=CC=C(C=C2)OC)CC2=CC=C(C=C2)OC)C(=C(C1I)C)F)F